4-(2-methoxy-4-(trifluoromethyl)phenyl)-1H-pyrazolo[3,4-d]pyridazin-7-ol COC1=C(C=CC(=C1)C(F)(F)F)C1=C2C(=C(N=N1)O)NN=C2